5-(2-(3-fluoro-2-methoxyphenyl)pyrrolidin-1-yl)-N-((R,E)-4-(methylsulfonyl)but-3-en-2-yl)pyrazine-2-carboxamide FC=1C(=C(C=CC1)C1N(CCC1)C=1N=CC(=NC1)C(=O)N[C@H](C)\C=C\S(=O)(=O)C)OC